C(C)(C)(C)OC(=O)N(CCCC1=NN=C2N1C(=CC=C2)C=2C=C(O[C@H]1C[C@H](N(C1)C(=O)OCC1=CC=CC=C1)C(=O)OC)C=CC2)CCCOC O1-benzyl O2-methyl (2S,4S)-4-[3-[3-[3-[tert-butoxycarbonyl(3-methoxypropyl)amino]propyl]-[1,2,4]triazolo[4,3-a]pyridin-5-yl]phenoxy]pyrrolidine-1,2-dicarboxylate